5-Fluoro-r-deoxyuridine FC=1C(NC(N([C@H]2C[C@H](O)[C@@H](CO)O2)C1)=O)=O